ClC1=CC=C(C=C1)[C@@]1(N(C(C2=CC(=CC(=C12)F)C(CC)([C@@H]1CC[C@H](CC1)O)O)=O)CC1=NC=C(C=N1)C#N)OCCO 2-{[(1R)-1-(4-chlorophenyl)-7-fluoro-5-{1-hydroxy-1-[trans-4-hydroxycyclohexyl]propyl}-1-(2-hydroxyethoxy)-3-oxo-2,3-dihydro-1H-isoindol-2-yl]methyl}pyrimidine-5-carbonitrile